1,8-bis-(trimethoxy-silyl)-octane CO[Si](CCCCCCCC[Si](OC)(OC)OC)(OC)OC